OC=1C=C2CC[C@@H]([C@@H](C2=CC1)C1=CC=C(C=C1)N1CCN(CC1)C(CSC1=NC=2C=CC=CC2C=2N1N=CC2)=O)C2=CC=CC=C2 5-((2-(4-(4-((1R,2S)-6-hydroxy-2-phenyl-1,2,3,4-tetrahydronaphthalen-1-yl)phenyl)piperazin-1-yl)-2-oxoethyl)thio)pyrazolo[1,5-c]quinazolin